3,3'-(butane-1,4-diylbis(((9Z,12Z)-octadeca-9,12-dien-1-yl)azanediyl))bis(1-aminopropan-2-ol) C(CCCN(CCCCCCCC\C=C/C\C=C/CCCCC)CC(CN)O)N(CCCCCCCC\C=C/C\C=C/CCCCC)CC(CN)O